1-acetyl-4-[2-(difluoromethyl)-4-({(1R)-1-[2-methyl-3-(trifluoromethyl)phenyl]ethyl}amino)pyrido[3,4-d]pyrimidin-6-yl]-1,4lambda5-azaphosphinan-4-one C(C)(=O)N1CCP(CC1)(=O)C1=CC2=C(N=C(N=C2N[C@H](C)C2=C(C(=CC=C2)C(F)(F)F)C)C(F)F)C=N1